C1CCC2=CC(=CC=C12)C#N dihydro-1H-indene-5-carbonitrile